benzyl 4-[8-fluoro-5-(4-fluorophenyl)-6-tetrahydropyran-4-yl-1-(2-trimethylsilylethylsulfonyl)pyrrolo[2,3-f]indazol-7-yl]benzoate FC=1C2=C(C=C3C=NN(C13)S(=O)(=O)CC[Si](C)(C)C)N(C(=C2C2=CC=C(C(=O)OCC1=CC=CC=C1)C=C2)C2CCOCC2)C2=CC=C(C=C2)F